C1(CC1)C1=NC=NC=C1C1=C(OC2=C(N=CN=N2)N2C[C@@H](CC2)CN2CCC3(CC2)CCC(CC3)NC(=O)C=3N=COC3)C=CC(=C1)F (S)-N-(3-((1-(6-(2-(4-cyclopropylpyrimidin-5-yl)-4-fluorophenoxy)-1,2,4-triazine-5-yl)pyrrolidin-3-yl)methyl)-3-azaspiro[5.5]undecane-9-yl)oxazole-4-carboxamide